FC1=CC=C(OCC=2N=C3N(C=C(C=N3)C=3C=NC(=CC3)C(F)(F)F)C2)C=C1 2-[(4-fluorophenoxy)methyl]-6-[6-(trifluoromethyl)-3-pyridinyl]imidazo[1,2-a]pyrimidine